3-(2-((18-methoxy-18-oxooctadec-7-yl)oxy)-2-oxoethyl)oxirane-2-carboxylic acid COC(CCCCCCCCCCC(CCCCCC)OC(CC1C(O1)C(=O)O)=O)=O